N-((anilino)carbonyl)sulfamoyl chloride N(C1=CC=CC=C1)C(=O)NS(=O)(=O)Cl